C(=O)O.C(#N)COC1=C(C(=C(C=C1)C1=CN=C2N1C=CN=C2NC2=CC(=C(C(=O)NCCNC([C@H](CCCN)N)=O)C=C2)CC)F)F 4-[[3-[4-(cyanomethoxy)-2,3-difluorophenyl]imidazo[1,2-a]pyrazin-8-yl]amino]-N-[2-[[(2S)-2,5-diaminopentanoyl]amino]ethyl]-2-ethyl-benzamide formate